COC1=CC2=C(NN=N2)C=C1 5-methoxybenzo-triazole